5-bromo-2-isopropylbenzo[d]thiazole BrC=1C=CC2=C(N=C(S2)C(C)C)C1